C(=O)O.C(#N)C=1C(=NC=C(C1C1=CC(=C(C=C1)C#N)F)C1=CC(=CC=C1)O)N1CCC(CC1)NCC1=CC=C(C=C1)/C=C/C(=O)NO (E)-3-(4-(((1-(3-Cyano-4-(4-cyano-3-fluorophenyl)-5-(3-hydroxyphenyl)pyridin-2-yl)piperidin-4-yl)amino)methyl)phenyl)-N-hydroxyacrylamide formate